(S)-2-amino-3-(2-fluoro-4-(3-methyl-2-oxo-2,3-dihydrobenzo[d]oxazol-5-yl)Phenyl)propionitrile N[C@H](C#N)CC1=C(C=C(C=C1)C=1C=CC2=C(N(C(O2)=O)C)C1)F